NC1=C(C=CC=C1)NC(CCCCCNC(=O)C1=CC(=NN1)C1=CC=C(C=C1)NCC1CC1)=O N-{6-[(2-aminophenyl)amino]-6-oxohexyl}-3-{4-[(cyclopropylmethyl)amino]phenyl}-1H-pyrazole-5-carboxamide